(2S,3R,4R,5S)-piperidine N1CCCCC1